(6-chloro-2-methoxy-4-methyl-3-pyridyl)methanol ClC1=CC(=C(C(=N1)OC)CO)C